C1OCC12CN(C2)C2CCC(CC2)NC=2C=1C=C(N(C1C=CC2)CC(F)(F)F)C#CCNC2=C(C=C(C=C2)S(=O)(=O)C)C N-((1S,4S)-4-(2-oxa-6-azaspiro[3.3]heptan-6-yl)cyclohexyl)-2-(3-((2-methyl-4-(methyl-sulfonyl)phenyl)amino)prop-1-yn-1-yl)-1-(2,2,2-trifluoroethyl)-1H-indol-4-amine